4-(2-ammonio-3-(methyl(4-(methylammonio)-2,3-bis(((E)-octadec-9-en-1-yl)oxy)butyl)amino)-3-oxopropyl)-1H-imidazol-1-ium [NH3+]C(CC=1N=C[NH2+]C1)C(=O)N(CC(C(C[NH2+]C)OCCCCCCCC\C=C\CCCCCCCC)OCCCCCCCC\C=C\CCCCCCCC)C